1-(4-cyclohexyl-3,4-dihydroquinoxaline-1(2H)-yl)-2-(piperidin-1-yl)propan-1-one C1(CCCCC1)N1CCN(C2=CC=CC=C12)C(C(C)N1CCCCC1)=O